7-ethyl-2-(methylthio)-9-(tetrahydro-2H-pyran-4-yl)-7,9-dihydro-8H-Purin-8-one C(C)N1C(N(C2=NC(=NC=C12)SC)C1CCOCC1)=O